OC(COC=1C(SC(C1C)=O)C)CN1N=NC(=C1)COC1=C(C=CC=C1)C(\C=C\C1=CC=C(C=C1)OC)=O 3-[2-Hydroxy-3-[4-[[2-[(E)-3-(4-methoxyphenyl)prop-2-enoyl]phenoxy]methyl]triazol-1-yl]propoxy]-2,4-dimethyl-2H-thiophen-5-one